ClC=1C(=CC(=NC1)OC(F)F)C(C(=O)O)C 2-[5-chloro(difluoromethoxy)pyridin-4-yl]propanoic acid